Diethyl (3S)-3-Aminocyclopentane-1,1-dicarboxylate N[C@@H]1CC(CC1)(C(=O)OCC)C(=O)OCC